tert-butyl N-tert-butoxycarbonyl-N-[5-[5-chloro-3-[1-[(3,3-difluorocyclobutyl)methyl]pyrazol-4-yl]quinoxalin-6-yl]oxy-3-fluoro-2-nitro-phenyl]carbamate C(C)(C)(C)OC(=O)N(C(OC(C)(C)C)=O)C1=C(C(=CC(=C1)OC=1C(=C2N=C(C=NC2=CC1)C=1C=NN(C1)CC1CC(C1)(F)F)Cl)F)[N+](=O)[O-]